C(C)C(C(=O)O)(C)OCC.C(C)OC(C(=O)OCC)C ethyl ethoxypropionate (ethyl ethoxypropionate)